FC1=C(C=CC=2N(C(=NC21)C2=CC=C(C=C2)S(=O)(=O)C)C)C2CCN(CC2)C2CC1CCC(C2)N1C(C)C 4-Fluoro-5-(1-(8-isopropyl-8-azabicyclo[3.2.1]octan-3-yl)piperidin-4-yl)-1-methyl-2-(4-(methylsulfonyl)phenyl)-1H-benzo[d]imidazol